COC=1C=C(C=C(C1)OC)C#CC1=NC=NC=C1C(N)=O 4-(3,5-dimethoxyphenylethynyl)-5-carbamoyl-pyrimidine